FC=1C=C2C=C(N(C2=C(C1)CCC(F)(F)F)C(=O)OC)C(=O)[O-] methyl 5-fluoro-7-(3,3,3-trifluoropropyl)indole-1,2-dicarboxylate